N-(4,6-dimethylbenzo[d]thiazol-2-yl)-1-((5-fluoropyridin-2-yl)sulfonyl)piperidine-4-carboxamide CC1=CC(=CC2=C1N=C(S2)NC(=O)C2CCN(CC2)S(=O)(=O)C2=NC=C(C=C2)F)C